ClC=1N=CC2=C(N1)N(C(O2)=O)CC=2N=C1N(C=C(C=C1N1C(N(C(C1)=O)C)=O)C1CC1)C2 1-(2-((5-chloro-2-oxooxazolo[4,5-d]pyrimidin-3(2H)-yl)methyl)-6-cyclopropylimidazo[1,2-a]pyridin-8-yl)-3-methylimidazolidine-2,4-dione